6-(difluoromethyl)-2-(methylsulfanyl)-7H,8H-pyrido[3,4-d]pyrimidin-8-one FC(C1=CC2=C(N=C(N=C2)SC)C(N1)=O)F